2-(2-((3r,4r)-3-amino-4-fluoropiperidin-1-yl)-5,6-difluoro-1H-benzo[d]imidazol-1-yl)-1-(azetidin-1-yl)ethanone tris(2,6-xylyl)phosphate C1(=C(C=CC=C1C)C)OP(=O)(OC1=C(C=CC=C1C)C)OC1=C(C=CC=C1C)C.N[C@@H]1CN(CC[C@H]1F)C1=NC2=C(N1CC(=O)N1CCC1)C=C(C(=C2)F)F